OC(C)(C)C1=CC=C(C=C1)C1=CC=CC=C1 4-α-hydroxyisopropylbiphenyl